diethyl-propane-1,3-diamine C(C)C(CN)(CN)CC